CC1NCCCCCC1 2-methyl-azocane